NC1=CC(=C2C(CCO2)=C1C(=O)OC)Cl Methyl 5-amino-7-chloro-2,3-dihydrobenzofuran-4-carboxylate